dichlorobis[(2,6-diisopropylphenyl)imino](1,2-dimethoxyethane) molybdenum (VI) [Mo+6].ClC(OC(C(OC)=NC1=C(C=CC=C1C(C)C)C(C)C)=NC1=C(C=CC=C1C(C)C)C(C)C)Cl